tert-butyl 4-(8-methyl-[1,2,4]triazolo[1,5-a]pyridin-6-yl)piperidine-1-carboxylate CC=1C=2N(C=C(C1)C1CCN(CC1)C(=O)OC(C)(C)C)N=CN2